N-(4-(4-oxo-3,4-dihydrophthalazin-1-yl)benzyl)cyclopropanesulfonamide O=C1NN=C(C2=CC=CC=C12)C1=CC=C(CNS(=O)(=O)C2CC2)C=C1